2-dimethylphosphoryl-9H-purin-6-amine CP(=O)(C)C1=NC(=C2N=CNC2=N1)N